C1(=CC(=CC=C1)C1=CC2=C(O1)C1=C(CCC2)C=CC=C1)C 2-(m-tolyl)-5,6-dihydro-4H-benzo[6,7]cyclohepta[1,2-b]furan